4-(2-((2-(2,6-dioxopiperidin-3-yl)-1-oxoisoindolin-4-yl)thio)acetyl)piperazin O=C1NC(CCC1N1C(C2=CC=CC(=C2C1)SCC(=O)N1CCNCC1)=O)=O